4-amino-2-isopropylisoindoline-1,3-dione NC1=C2C(N(C(C2=CC=C1)=O)C(C)C)=O